(3-(5-(2-methyl-[1,1'-biphenyl]-3-yl)-1,3,4-oxadiazol-2-yl) benzyl) glycinate hydrochloride Cl.NCC(=O)OCC1=CC(=CC=C1)C=1OC(=NN1)C=1C(=C(C=CC1)C1=CC=CC=C1)C